C1(=CC=CC2=CC=CC=C12)C(=O)N1C=C(C2=CC=CC=C12)C=O N-(1-naphthoyl)indole-3-formaldehyde